rac-(2S,3R,4R)-1-acetyl-2-ethyl-3-methyl-N-(2-(methylamino)ethyl)-4-((6-methylpyridin-2-yl)amino)-1,2,3,4-tetrahydroquinoline-6-carboxamide C(C)(=O)N1[C@H]([C@@H]([C@H](C2=CC(=CC=C12)C(=O)NCCNC)NC1=NC(=CC=C1)C)C)CC |r|